(S)-5-(2-fluorophenyl)-2,5,6,7-tetrahydro-3H-pyrrolo[2,1-c][1,2,4]triazol-3-one FC1=C(C=CC=C1)[C@@H]1CCC2=NNC(N21)=O